N1C=CC2=CC=C(C=C12)C1C(C(NCC1)C)COC1=CC=C2CNC(C2=C1)=O (+/-)-6-[[(trans)-4-(1H-indol-6-yl)-2-methylpiperidin-3-yl]methoxy]-2,3-dihydro-1H-isoindol-1-one